CNCC1=CC=C(C=C1)NC(CCCCCCC(=O)OC(C)(C)C)=O tert-butyl 8-((4-((methylamino)methyl)phenyl)amino)-8-oxooctanoate